OC1(C(N(C2=CN=CC=C21)C=2C=C(CC1=NNC(C3=CC=CC=C13)=O)C=CC2)=O)C 4-(3-(3-hydroxy-3-methyl-2-oxo-2,3-dihydro-1H-pyrrolo[2,3-c]pyridin-1-yl)benzyl)phthalazin-1(2H)-one